FC1=CC=C(C=C1)[C@@H]1O[C@@H](CC2=CC(=C(C(=C12)OC)OC)OC)C (1S,3R)-1-(4-fluorophenyl)-6,7,8-trimethoxy-3-methylisochroman